cholestanedial C(C(C=O)CCC[C@@H](C)[C@H]1CC[C@H]2[C@@H]3CCC4CCCC[C@]4(C)[C@H]3CC[C@]12C)=O